C1(CCC1)CNCC=1C=CC=2N(C1)C=C(N2)CN2N=NC(=C2)C=2C=NC=C(C2)N2CCCC2 1-cyclobutyl-N-((2-((4-(5-(pyrrolidin-1-yl)pyridin-3-yl)-1H-1,2,3-triazol-1-yl)methyl)imidazo[1,2-a]pyridin-6-yl)methyl)methylamine